CC(CCCN)C(C)N 4-methyl-1,5-hexanediamine